2-(4-bromophenyl)-6-(trifluoromethyl)-[1,2,4]triazolo[1,5-a]pyridine BrC1=CC=C(C=C1)C1=NN2C(C=CC(=C2)C(F)(F)F)=N1